ClS(=O)(=O)C1=CC(=CN1S(=O)(=O)C1=CC=CC=C1)C 5-(chlorosulfonyl)-3-methyl-1-(phenylsulfonyl)-1H-pyrrole